C(C=C)C1=CC(=C(C=C1OC)CC(CC)N)OC 1-(4-allyl-2,5-dimethoxyphenyl)butan-2-amine